C(C)(C)C1=C2CCC(N(C2=CC(=C1)C=1C=CC=C2C=C(N=CC12)C=1C=CC(=NC1)C(=O)O)C)=O.[Li] lithium 5-(8-(5-isopropyl-1-methyl-2-oxo-1,2,3,4-tetrahydroquinolin-7-yl)isoquinolin-3-yl)picolinic acid